ClC1=[N+](C=CC=C1C(F)(F)F)[O-] chloro-3-(trifluoromethyl)pyridine 1-oxide